5-fluoro-1-(1-methyl-5-(6-methylpyridin-2-yl)-2,3-dihydro-1H-indene-2-carbonyl)indoline-6-sulfonamide FC=1C=C2CCN(C2=CC1S(=O)(=O)N)C(=O)C1C(C2=CC=C(C=C2C1)C1=NC(=CC=C1)C)C